FC1=C(C(=CC=C1)C)N1CCC(CC1)N1N=C2C(N(C(NC2)=O)CC2=C(C=CC=C2)C(F)(F)F)=C1 [1-(2-fluoro-6-methyl-phenyl)-piperidin-4-yl]-4-(2-trifluoromethyl-benzyl)-2,4,6,7-tetrahydro-pyrazolo[4,3-d]Pyrimidin-5-one